[Na].COC1=C(C=CC(=C1)[N+](=O)[O-])N1N=CN=N1 2-(2-Methoxy-4-nitrophenyl)-2H-tetrazole monosodium salt